C1(CC1)C1=CC=C2CCN(C2=C1)C(=O)OC(C)(C)C tert-butyl 6-cyclopropylindoline-1-carboxylate